4-[[(2R,3s,4r,5r)-3-(3,4-difluoro-2-methoxy-phenyl)-4,5-dimethyl-5-(trifluoromethyl)tetrahydrofuran-2-carbonyl]amino]-6-fluoro-pyridine-2-carboxamide FC=1C(=C(C=CC1F)[C@H]1[C@@H](O[C@]([C@@H]1C)(C(F)(F)F)C)C(=O)NC1=CC(=NC(=C1)F)C(=O)N)OC